ClC1=C(C=CC=C1Cl)C=1C=CC=C2C(=C(N=NC12)C(=O)N[C@H]1CCOC2=CC=CC=C12)OC 8-(2,3-dichlorophenyl)-N-[(4S)-3,4-dihydro-2H-chromen-4-yl]-4-methoxycinnoline-3-carboxamide